ClC=1C=CC(=NC1)[C@H]1C=CC=2C=CC=3CCN(C(C3C2O1)C)CC1=NC2=C(N1C[C@H]1OCC1)C=C(C=C2OC)C(=O)O (((2R)-2-(5-chloropyridin-2-yl)-10-methyl-7,10-dihydro-2H-pyrano[3,2-H]isoquinolin-9(8H)-yl)methyl)-4-methoxy-1-(((S)-oxetan-2-yl)methyl)-1H-benzo[d]imidazole-6-carboxylic acid